N(=[N+]=[N-])\C(\C(=O)OC)=C/C1=C(C(=C(C=C1)Cl)F)OC methyl (Z)-2-azido-3-(4-chloro-3-fluoro-2-methoxy-phenyl)prop-2-enoate